3-cyclohexyl-6,7-difluoro-3-hydroxyindolin-2-one C1(CCCCC1)C1(C(NC2=C(C(=CC=C12)F)F)=O)O